propan-2-yl-1,1,1-d3 (2S)-6-diazo-2-((S)-2-methoxypropanamido)-5-oxohexanoate [N+](=[N-])=CC(CC[C@@H](C(=O)OC(C([2H])([2H])[2H])C)NC([C@H](C)OC)=O)=O